tert-Butyl (R)-3-(4-hydroxypiperidin-1-yl)pyrrolidine-1-carboxylate OC1CCN(CC1)[C@H]1CN(CC1)C(=O)OC(C)(C)C